C(C)O\C(=C/OC1=CC=C(C=C1)CN1N=CC(=C1)C(=O)NOCC(F)(F)F)\C(F)(F)F 1-[[4-[[(1Z)-2-ethoxy-3,3,3-trifluoro-1-propen-1-yl]oxy]phenyl]methyl]-N-(2,2,2-trifluoroethoxy)-1H-pyrazole-4-carboxamide